bis(tert-butylcyclohexyl) peroxycarbonate C(OC1(CCCCC1)C(C)(C)C)(=O)OOC1(CCCCC1)C(C)(C)C